Heptane-2,6-dicarboxylate CC(CCCC(C)C(=O)[O-])C(=O)[O-]